4-(4-methoxyphenyl-methylene)-1-(pyridine-4-yl)-1H-imidazole COC1=CC=C(C=C1)C=C1N=CN(C1)C1=CC=NC=C1